FC(CCCCCOC1=NSN=C1C=1CN(CCC1)C([2H])([2H])[2H])F 3-((6,6-difluorohexyl)oxy)-4-(1-(methyl-d3)-1,2,5,6-tetrahydro-pyridin-3-yl)-1,2,5-thiadiazole